4-bromo-5-chloropyridine BrC1=CC=NC=C1Cl